2-((6-chloro-2,3-dihydrobenzofuran-5-yl)amino)-9-(3-hydroxyadamantan-1-yl)-7-methyl-7,9-dihydro-8H-purin-8-one ClC1=CC2=C(CCO2)C=C1NC1=NC=C2N(C(N(C2=N1)C12CC3(CC(CC(C1)C3)C2)O)=O)C